2,3-diaminobutenedionitrile NC(C#N)=C(C#N)N